NC=1C(=NNC1C(=O)O)C(=O)O amino-3,5-pyrazoledicarboxylic acid